CC1CC=C(CC1)C1=CC=C(C(=N1)OC1=C(C=C(C=C1C)C)C)C(=O)NS(=O)(=O)C=1C(NC=CC1)=O 6-(4-Methylcyclohexen-1-yl)-N-[(2-oxo-1H-pyridin-3-yl)sulfonyl]-2-(2,4,6-trimethylphenoxy)pyridin-3-carboxamid